CC1(OCCO1)CC 2-methyl-2-ethyl-1,3-dioxolane